(bromomethyl)piperidine-1-carboxylic acid tert-butyl ester C(C)(C)(C)OC(=O)N1C(CCCC1)CBr